The molecule is a polyprenyl phospho polysaccharide that consists of the polysaccharide 3-O-phospho-[2)-alpha-D-Man-(1->2)-alpha-D-Man-(1->2)-alpha-D-Man-(1->3)-alpha-D-Man-(1->]n-(1->3)-alpha-D-Man-(1->3)-alpha-D-Man-(1->3)-alpha-D-GlcNAc linked via a diphospho group to ditrans,octacis-undecaprenol. It is a conjugate acid of a 3-O-phospho-alpha-D-Man-(1->2)-alpha-D-Man-(1->2)-[alpha-D-Man-(1->3)-alpha-D-Man-(1->3)-alpha-D-Man-(1->2)-alpha-D-Man-(1->2)]n-alpha-D-Man-(1->3)-alpha-D-Man-(1->3)-alpha-D-Man-(1->3)-alpha-D-GlcNAc-ditrans,octacis-undecaprenol(4-). CC(=CCC/C(=C/CC/C(=C/CC/C(=C\\CC/C(=C\\CC/C(=C\\CC/C(=C\\CC/C(=C\\CC/C(=C\\CC/C(=C\\CC/C(=C\\COP(=O)(O)OP(=O)(O)O[C@@H]1[C@@H]([C@H]([C@@H]([C@H](O1)CO)O)O[C@@H]2[C@H]([C@H]([C@@H]([C@H](O2)CO)O)O[C@@H]3[C@H]([C@H]([C@@H]([C@H](O3)CO)O)O[C@@H]4[C@H]([C@H]([C@@H]([C@H](O4)CO)O)O[C@@H]5[C@H]([C@H]([C@@H]([C@H](O5)CO)O)O)O[C@@H]6[C@H]([C@H]([C@@H]([C@H](O6)CO)O)O)O[C@@H]7[C@H]([C@H]([C@@H]([C@H](O7)CO)O)O)O[C@@H]8[C@H]([C@H]([C@@H]([C@H](O8)CO)O)O[C@@H]9[C@H]([C@H]([C@@H]([C@H](O9)CO)O)O)O[C@@H]1[C@H]([C@H]([C@@H]([C@H](O1)CO)O)O)O[C@@H]1[C@H]([C@H]([C@@H]([C@H](O1)CO)O)O)OP(=O)(O)O)O)O)O)O)NC(=O)C)/C)/C)/C)/C)/C)/C)/C)/C)/C)/C)C